2-methyl-9,10-diphenoxyanthracene CC1=CC2=C(C3=CC=CC=C3C(=C2C=C1)OC1=CC=CC=C1)OC1=CC=CC=C1